FC(S(=O)(=O)[O-])(F)F.C(C=C)[Pd+] (allyl)-palladium (II) trifluoromethanesulfonate